(1'R,2'R)-2,6-dihydroxy-5'-methyl-2'-(prop-1-en-2-yl)-1',2',3',4'-tetrahydro-[1,1'-biphenyl]-4-yl trifluoromethanesulfonate FC(S(=O)(=O)OC1=CC(=C(C(=C1)O)[C@H]1[C@@H](CCC(=C1)C)C(=C)C)O)(F)F